9,9',9'',9'''-(4-(4,6-diphenyl-1,3,5-triazin-2-yl)-6-(pyridin-3-yl)benzene-1,2,3,5-tetrayl)tetrakis(3-methyl-9H-carbazole) C1(=CC=CC=C1)C1=NC(=NC(=N1)C1=CC=CC=C1)C1=C(C(=C(C(=C1N1C2=CC=CC=C2C=2C=C(C=CC12)C)C=1C=NC=CC1)N1C2=CC=CC=C2C=2C=C(C=CC12)C)N1C2=CC=CC=C2C=2C=C(C=CC12)C)N1C2=CC=CC=C2C=2C=C(C=CC12)C